5-((1S,2R)-1-(6-chloro-5-(1-hydroxyethyl)-4-methyl-1,1-dioxido-3,4-dihydro-2H-benzo[e][1,2,4]thiadiazin-2-yl)-2-(6-fluoro-2,3-dimethylphenyl)propyl)-1,3,4-oxadiazol-2(3H)-one ClC=1C=CC2=C(N(CN(S2(=O)=O)[C@@H]([C@H](C)C2=C(C(=CC=C2F)C)C)C2=NNC(O2)=O)C)C1C(C)O